methyl (1s,4s)-2'-bromo-4-[(3-chlorophenyl)(trifluoroacetyl)amino]spiro[cyclohexane-1,1'-indene]-4-carboxylate BrC=1C2(C3=CC=CC=C3C1)CCC(CC2)(C(=O)OC)N(C(C(F)(F)F)=O)C2=CC(=CC=C2)Cl